2-bromo-4-phenyl-6,7-dihydro-5H-[1,2,4]Triazolo[1,5-a]Pyrimidine BrC1=NN2C(N(CCC2)C2=CC=CC=C2)=N1